C[C@H]1CC[C@@H](N(C1)C(C(=O)OCC(F)(F)F)=O)C1CCOCC1 2,2,2-trifluoroethyl 2-((2R,5S)-5-methyl-2-(tetrahydro-2H-pyran-4-yl)piperidin-1-yl)-2-oxoacetate